ClC1=CC(=C(C=C1)C1=CC=C2CNC(C2=C1)=O)C1=NN=CN1C 6-(4-chloro-2-(4-methyl-4H-1,2,4-triazol-3-yl)-phenyl)isoindolin-1-one